(o-fluorophenyl)-4,5-diphenylimidazole FC1=C(C=CC=C1)C=1NC(=C(N1)C1=CC=CC=C1)C1=CC=CC=C1